N1C=C(C2=NC=CC=C21)CC(=O)NC=2C=C(C=C(C2)C(F)(F)F)NC(=O)[N-]C2=C[N+](=NO2)CC2=NC=CC=C2 ((3-(2-(1H-Pyrrolo[3,2-b]pyridin-3-yl)acetamido)-5-(trifluoromethyl)phenyl)-carbamoyl)(3-(pyridin-2-ylmethyl)-1,2,3-oxadiazol-3-ium-5-yl)amide